C(#N)C1=CC=C(C=N1)NC(O[C@H](C)[C@H](C)OC1=CC2=C(N=C(S2)C2=C3N=CC(=NC3=CC(=C2)Cl)OC)C=C1F)=O (2R,3S)-3-((2-(7-chloro-2-methoxyquinoxalin-5-yl)-5-fluorobenzo[d]thiazol-6-yl)oxy)butan-2-yl (6-cyanopyridin-3-yl)carbamate